3-(7-methoxy-2,3-dihydrobenzofuran-5-yl)-5-(4-bromophenyl)isoxazole COC1=CC(=CC=2CCOC21)C2=NOC(=C2)C2=CC=C(C=C2)Br